C1(=CC=CC=C1)P(=O)(C1=CC=CC=C1)C(=O)C=1C(=C(NC(C(=O)OCC)=O)C(=CC1C)C)C ethyl 2-(3-diphenylphosphorylcarbonyl-2,4,6-trimethyl-anilino)-2-oxoacetate